NC1=CC=C(C(=C1C(=O)N(C)C)F)C=1C(=C2C(=NC1)NCC21CC(CC1)N1N=CC=C1C(F)(F)F)Cl 6-Amino-3-(4'-chloro-3-(5-(trifluoromethyl)-1H-pyrazol-1-yl)-1',2'-dihydrospiro[cyclopentane-1,3'-pyrrolo[2,3-b]pyridin]-5'-yl)-2-fluoro-N,N-dimethylbenzamide